Erucic acid amide C(CCCCCCCCCCC\C=C/CCCCCCCC)(=O)N